COC1=C(CN2C[C@H](N(CC2)C2CC3(C2)CCN(CC3)C(=O)OC(C)(C)C)C3=C(C=CC=C3)C(C)C)C=CC(=C1)OC |o1:7| tert-butyl (R or S)-2-(4-(2,4-dimethoxybenzyl)-2-(2-isopropylphenyl) piperazin-1-yl)-7-azaspiro[3.5]nonane-7-carboxylate